6-chloro-4-methyl-1-((2-(trimethylsilyl)ethoxy)methyl)-1H-pyrrolo[2,3-b]pyridine-2-carboxylic acid methyl ester COC(=O)C1=CC=2C(=NC(=CC2C)Cl)N1COCC[Si](C)(C)C